C(C1=CC=CC=C1)N(C(O)=O)[C@H](C(CBr)=O)C1CCC(CC1)C.CN1CCC(CC1)NC1=CC=C(C=C1)NC1=NC2=C(C=CC=C2C=N1)C1=NC=CC(=C1)NC(C=CC)=O N-(2-(2-((4-((1-methylpiperidin-4-yl)amino)phenyl)amino)quinazolin-8-yl)pyridin-4-yl)but-2-enamide benzyl-((S)-3-bromo-1-((1R,4S)-4-methylcyclohexyl)-2-oxopropyl)carbamate